C(N)(OC(C(=O)NC1CCCCC1)CC1=CNC2=CC=CC=C12)=O (1-(cyclohexylamino)-3-(1H-indol-3-yl)-1-oxopropane-2-yl) carbamate